N-[8-amino-6-(4-ethyl-3-pyridyl)-2,7-naphthyridin-3-yl]Cyclopropanecarboxamide NC=1N=C(C=C2C=C(N=CC12)NC(=O)C1CC1)C=1C=NC=CC1CC